C(C)OC(=O)C1C(NCC1C1=CC(=CC=C1)C(F)(F)F)=O.C(C)OCC(CC1=CNC2=CC=CC=C12)NC(=O)C1=CC2=C(S1)C=C(C=C2)N2CCN(CC2)C N-(1-ethoxy-3-(1H-indol-3-yl)propane-2-yl)-6-(4-methylpiperazine-1-yl)benzo[b]-thiophene-2-carboxamide ethyl-2-oxo-4-[3-(trifluoromethyl)phenyl]-3-pyrrolidinecarboxylate